FC1=C(C=CC=C1C(F)(F)F)NC=1N=C2C(=NC1NC1=C(C(=CC=C1)C(F)(F)F)F)N(C(=N2)C(F)(F)F)C N5,N6-bis(2-fluoro-3-(trifluoromethyl)phenyl)-1-methyl-2-(trifluoromethyl)-imidazo[4,5-b]pyrazine-5,6-diamine